C(CCCCCCC)OC(CCC(=O)OCCCCCCN(CCCCCCCC(=O)OCCCCCCC(C(F)(F)F)(F)F)CCO)OCCCCCCCC 7,7,8,8,8-pentafluorooctyl 8-((6-((4,4-bis(octyloxy)butanoyl)oxy)hexyl)(2-hydroxyethyl)amino)octanoate